CON(C(=O)C1=CC2=C3C=CN(C3=C(C=C2S1)OC)C)C N,5-dimethoxy-N,6-dimethyl-6H-thieno[3,2-e]indole-2-carboxamide